ClC1=CC(=C(C=C1)C(C(=O)OCC)=O)C ethyl 2-(4-chloro-2-methylphenyl)-2-oxoacetate